diethyl (4-vinylphenylphosphonate) C(=C)C1=CC=C(C=C1)P(OCC)(OCC)=O